C1OCC12CN(CC2)C=2C=CC=1N(N2)C(=CN1)C#CC=1C=NC=C(C(=O)NC2=CC(=C(C=C2)CN2CCN(CC2)C)C(F)(F)F)C1 5-((6-(2-Oxa-6-azaspiro[3.4]octan-6-yl)imidazo[1,2-b]pyridazin-3-yl)ethynyl)-N-(4-((4-methylpiperazin-1-yl)methyl)-3-(trifluoromethyl)phenyl)nicotinamide